NC1=C2C(=C(C(=CC2=CC(=C1)S(=O)(=O)[O-])S(=O)(=O)[O-])N=NC1=CC=CC=C1)O.[Na+].[Na+] Disodium 5-amino-4-hydroxy-3-(phenylazo)-naphthalene-2,7-disulfonate